CNC(C[C@H]1OC([C@@H]([C@@H]1O)O)O)=O N-methyl-2-[(2R,3S,4R)-3,4,5-trihydroxytetrahydrofuran-2-yl]acetamide